6-(4-chlorophenyl)-1-phenylnaphthalen ClC1=CC=C(C=C1)C=1C=C2C=CC=C(C2=CC1)C1=CC=CC=C1